C(C1=CC=CC=C1)N1CC(CCC1)(C1=C(C(=CC=C1)Cl)C)NC1=CC=C2C=CN(C(C2=C1)=O)C 7-{[1-benzyl-3-(3-chloro-2-methylphenyl)piperidin-3-yl]amino}-2-methylisoquinolin-1-one